NC=1C(=C(C(=CC1C(=O)O)Br)C1=C(C(=CC=C1)Cl)Cl)F 3-amino-6-bromo-2',3'-dichloro-2-fluoro-[1,1-biphenyl]-4-carboxylic acid